(Z)-S-(2-(N-((4-amino-2-methylpyrimidin-5-yl)methyl)formamido)-5-(phosphonooxy)pent-2-en-3-yl)4-vinylbenzothioate NC1=NC(=NC=C1CN(C=O)C(C)=C(CCOP(=O)(O)O)\S=C(\C1=CC=C(C=C1)C=C)/[O-])C